N-(3-Chloro-4-methylphenyl)-N1-phenyl-6-pyrrolidin-1-yl-[1,3,5]triazine-2,4-diamine hydrochloride Cl.ClC=1C=C(C=CC1C)NC1N(C(=NC(=N1)N)N1CCCC1)C1=CC=CC=C1